4-[3-[2-(tert-Butylcarbamoylsulfamoyl)-4-cyano-phenoxy]phenyl]-N-methyl-benzamide C(C)(C)(C)NC(=O)NS(=O)(=O)C1=C(OC=2C=C(C=CC2)C2=CC=C(C(=O)NC)C=C2)C=CC(=C1)C#N